FC=1C=C(C=C(C1F)OCOC)N1N=CC2=CC(=CC=C12)OC1CN(C1)C(=O)OC(C)(C)C tert-Butyl 3-((1-(3,4-difluoro-5-(methoxymethoxy)phenyl)-1H-indazol-5-yl)oxy)azetidine-1-carboxylate